C(CCCCC)(=O)C(C[C@@H](C)O)(O)C(CCCCC)=O dihexanoyl-(R)-1,3-butanediol